2,4,4-Trimethyl-1,6-diisocyanatohexan CC(CN=C=O)CC(CCN=C=O)(C)C